CC1(C(N=CC=C1)C1=NC(C2=CC=CC=C12)=O)C 3,3-dimethyl-2-pyridylisoindol-1-one